COC(CC1(CCN(CC1)C(=O)OCC1=CC=CC=C1)OC)OC benzyl 4-(2,2-dimethoxyethyl)-4-methoxypiperidine-1-carboxylate